pyridine-2,6-dicarboxylic acid dichloride N1=C(C=CC=C1C(=O)Cl)C(=O)Cl